6-chloro-N-cyclopropyl-5-(piperazin-1-yl)pyridinecarboxamide hydrochloride Cl.ClC1=C(C=CC(=N1)C(=O)NC1CC1)N1CCNCC1